tert-Butyl (2S)-4-(4-bromo-2'-(((S)-1-methylpyrrolidin-2-yl)methoxy)-8'-oxo-1,3,5',8'-tetrahydro-6'H-spiro[indene-2,7'-quinazolin]-4'-yl)-2-(cyanomethyl)piperazine-1-carboxylate BrC1=C2CC3(CCC=4C(=NC(=NC4C3=O)OC[C@H]3N(CCC3)C)N3C[C@@H](N(CC3)C(=O)OC(C)(C)C)CC#N)CC2=CC=C1